C(C)(C)(C)OC=O.O=C1NC(CCC1C1=CC=C(C=C1)N1CCC(CC1)N(C(O)=O)C)=O N-[1-[4-(2,6-dioxo-3-piperidyl)phenyl]-4-piperidyl]-N-methyl-carbamic acid tert-butyl-formate